ClC1=CC=C(C=C1)NC(=O)N[C@@H](C)C(=O)N[C@H](CCC(=O)O)C(=O)O ((4-chlorophenyl)carbamoyl)-L-alanyl-D-glutamic acid